BrC1=NC=C(C(=C1)OC=1C(=NC(=NC1)NC1CC1)N)C(C)C 5-((2-bromo-5-isopropylpyridin-4-yl)oxy)-N2-cyclopropyl-pyrimidine-2,4-diamine